BrC=1C(N(C(N(C1)CC(=O)OC)=O)CC)=O Methyl (5-bromo-3-ethyl-2,4-dioxo-3,4-dihydro-2H-pyrimidin-1-yl)-acetate